tert-butyl (5S)-2-[2-(1,3-dimethyl-3,6-dihydro-2H-pyridin-4-yl)-1,3-benzothiazol-5-yl]-5-methyl-piperidine-1-carboxylate CN1CC(C(=CC1)C=1SC2=C(N1)C=C(C=C2)C2N(C[C@H](CC2)C)C(=O)OC(C)(C)C)C